N=1C=NN2C1C=C(C=C2)OC2=C(C=C(C=C2)NC2=NC=NC1=CC=3OC[C@@H]4N(CCN(C3N=C12)C4)C(C=C)=O)C 1-((10R)-4-((4-([1,2,4]triazolo[1,5-a]pyridin-7-yloxy)-3-methylphenyl)amino)-7,8,10,11-tetrahydro-9H-6,10-methanopyrimido[4',5':5,6]pyrido[3,2-b][1,4,7]oxadiazonin-9-yl)prop-2-en-1-one